N-(5-(bis(4-hydroxybutyl)amino)-2-((2,6-dicyano-4-nitrophenyl)diazenyl)-4-methoxyphenyl)acetamide OCCCCN(C=1C(=CC(=C(C1)NC(C)=O)N=NC1=C(C=C(C=C1C#N)[N+](=O)[O-])C#N)OC)CCCCO